C(C)(C)(C)OC(=O)N1CC2(C(CC1)=NOC2C(F)(F)F)O hydroxy-3-(trifluoromethyl)-3a,4,6,7-tetrahydroisoxazolo[4,3-c]Pyridine-5-carboxylic acid tert-butyl ester